4-{[3-methoxy-4-(1-methyl-1H-1,2,4-triazol-3-yl)pyridin-2-yl]amino}-N-(2H3)methyl-6-[(6-methylpyridin-2-yl)amino]pyridazine-3-carboxamide COC=1C(=NC=CC1C1=NN(C=N1)C)NC1=C(N=NC(=C1)NC1=NC(=CC=C1)C)C(=O)NC([2H])([2H])[2H]